5-{1-[4-(benzyloxy)-2-fluorobenzoyl]piperidin-4-yl}-4-methoxypyridin-2-amine C(C1=CC=CC=C1)OC1=CC(=C(C(=O)N2CCC(CC2)C=2C(=CC(=NC2)N)OC)C=C1)F